BrC1=CC=2C(=C[Se]C2)C=C1 5-bromo-benzo[c]selenophen